6-(4-Chlorophenyl)-N-[(2R)-3-hydroxy-3-methylbutan-2-yl]-3-oxo-2-(1,2-thiazol-4-yl)-2,3-dihydropyridazine-4-carboxamide ClC1=CC=C(C=C1)C=1C=C(C(N(N1)C=1C=NSC1)=O)C(=O)N[C@H](C)C(C)(C)O